4-(6-Methoxy-2,3-dihydro-4H-benzo[b][1,4]oxazin-4-yl)butanoic acid COC1=CC2=C(OCCN2CCCC(=O)O)C=C1